isododecanol C(CCCCCCCCC(C)C)O